C(\C=C/C(=O)O)(=O)O.N1=CN=C(C2=C1NC=C2)N[C@@H]2CC[C@@H](N(C2)C(C=C)=O)C (-)-1-((2S,5R)-5-((7H-pyrrolo[2,3-d]pyrimidin-4-yl)amino)-2-methylpiperidin-1-yl)prop-2-en-1-one maleate